5-HYDROXYQUINOLINE-6-CARBOXALDEHYDE OC1=C2C=CC=NC2=CC=C1C=O